(S)-N-(5,7-Difluoro-4-oxo-2-pyrrolidin-1-yl-4H-quinazolin-3-yl)-3-phenyl-butyramide FC1=C2C(N(C(=NC2=CC(=C1)F)N1CCCC1)NC(C[C@H](C)C1=CC=CC=C1)=O)=O